C(C)(C)(C)OC(=O)NC(C(=O)OC)([2H])C1CC1 methyl 2-(tert-butoxycarbonylamino)-2-cyclopropyl-2-deuterio-acetate